1,7-dimethylnaphthalene CC1=CC=CC2=CC=C(C=C12)C